(S)-5-(4,4-difluoro-1-hydroxycyclohexane-1-carbonyl)-N-((S)-3-oxo-1-((S)-2-oxo-pyrrolidin-3-yl)-4-(trifluoromethoxy)butan-2-yl)-5-azaspiro[2.4]heptane-6-carboxamide FC1(CCC(CC1)(C(=O)N1CC2(CC2)C[C@H]1C(=O)N[C@@H](C[C@H]1C(NCC1)=O)C(COC(F)(F)F)=O)O)F